2-[[(3S)-1-propylpyrrolidin-3-yl]methyl]thiazole C(CC)N1C[C@@H](CC1)CC=1SC=CN1